O=C1N(CCC(N1)=O)C1=CC=C(C=C1)N1CCC(CC1)CN1CCNCC1 4-((1-(4-(2,4-dioxotetrahydropyrimidin-1(2H)-yl)phenyl)piperidin-4-yl)methyl)piperazin